(S)-5-benzoyl-2-(3-(3-chloropyridin-2-yloxy)pyrrolidin-1-yl)benzamide C(C1=CC=CC=C1)(=O)C=1C=CC(=C(C(=O)N)C1)N1C[C@H](CC1)OC1=NC=CC=C1Cl